C12CN(CC(CC1)N2)C=2OC1=C(N2)C(=C(C=C1C=1SC=CN1)C(C(F)F)O)C(F)(F)F 1-(2-(3,8-diazabicyclo[3.2.1]octan-3-yl)-7-(thiazol-2-yl)-4-(trifluoromethyl)benzo[d]oxazol-5-yl)-2,2-difluoroethan-1-ol